N-(5-cyano-8-quinolinyl)-1-ethyl-imidazole-2-sulfonamide C(#N)C1=C2C=CC=NC2=C(C=C1)NS(=O)(=O)C=1N(C=CN1)CC